C(C=C)(=O)OCCCCCCC1=C(C=CC=C1)OP(=O)([O-])[O-] acryloyloxyhexylphenylhydrogenphosphate